5,7-diacetamido-3,5,7,9-tetradeoxy-D-glycero-D-galacto-non-2-ulosonic acid C(C)(=O)N[C@H]([C@H](CC(C(=O)O)=O)O)[C@@H](O)[C@@H]([C@H](O)C)NC(C)=O